C(C)OC(=O)C1=C(N=CN1)C1=CC=C(C=C1)Br 4-(4-bromophenyl)-1H-imidazole-5-carboxylic acid ethyl ester